FC1(CN(CC1)CC1=C(C=CC(=N1)NC1=CC2=C(C=N1)SC(=N2)C2=CC(=NC=C2)C)C2CCOCC2)F 6-[(3,3-Difluoropyrrolidin-1-yl)methyl]-N-[2-(2-methylpyridin-4-yl)-[1,3]thiazolo[5,4-c]pyridin-6-yl]-5-(oxan-4-yl)pyridin-2-amine